4-{1-methyl-5-[(3R)-3-methylmorpholin-4-yl]-3-[1-(oxan-2-yl)-1H-pyrazol-3-yl]-1H-pyrazolo[4,3-b]pyridin-7-yl}benzene CN1N=C(C2=NC(=CC(=C21)C2=CC=CC=C2)N2[C@@H](COCC2)C)C2=NN(C=C2)C2OCCCC2